methyl 3-(4-chlorophenyl)-1-(4-trifluoromethoxyphenyl)-4,5-dihydro-1H-pyrazole-5-carboxylate ClC1=CC=C(C=C1)C1=NN(C(C1)C(=O)OC)C1=CC=C(C=C1)OC(F)(F)F